(4-cyclopropylnaphthalen-1-yl)pyridine-2,3-diamine C1(CC1)C1=CC=C(C2=CC=CC=C12)C1=C(C(=NC=C1)N)N